OC1=C(C=C(C=C1)CC(C(C)C1=CC(=C(C(=C1)O)O)OC)C)OC 5-[3-(4-hydroxy-3-methoxyphenyl)-1,2-dimethylpropyl]-3-methoxy-1,2-benzenediol